COC=1C=C(C=CC1)CNC(C(=O)O)(CCC(C)(C)C)C 2-{[(m-methoxyphenyl)methyl]amino}-2,5,5-trimethylhexanoic acid